Cl.NC(CO)(CO)CCC1=CC(=C(C=C1)OCCCCCCC)C(F)(F)F 2-amino-2-[2-(4-heptyloxy-3-trifluoromethylphenyl)ethyl]1,3-propanediol hydrochloride